FC1=CC=2N(C=C1)C(=CN2)C2=C1CNC(C1=C(C=C2)NC2=NC(=C(C=C2)[C@H]2COCC2)CN(C)CCOC)=O (S)-4-(7-fluoroimidazo[1,2-a]pyridin-3-yl)-7-((6-(((2-methoxyethyl)(methyl)amino)methyl)-5-(tetrahydrofuran-3-yl)pyridin-2-yl)amino)isoindolin-1-one